O=C1N(CCCCC1N1C(CCC1)=O)CC(=O)OC methyl 2-[2-oxo-3-(2-oxopyrrolidin-1-yl)azepan-1-yl]acetate